C(CCC)N(C)C1=CC=C(C=C1)C N-butyl-p-tolyl-methylamine